OC=1C=C(C2=CC=CC=C2C1)N1CC2=CC=C(C=C2CC1)C1CN(C1)C(C=C)=O 1-(3-(2-(3-hydroxynaphthalen-1-yl)-1,2,3,4-tetrahydroisoquinolin-6-yl)azetidin-1-yl)prop-2-en-1-one